(±)-trans-4-(thiophen-2-yl)-3-[(biphenyl-3-yl)carbamoyl]pyrrolidine-1-carboxylic acid tert-butyl ester C(C)(C)(C)OC(=O)N1C[C@H]([C@@H](C1)C=1SC=CC1)C(NC=1C=C(C=CC1)C1=CC=CC=C1)=O |r|